(R)-9-Oxo-8-(chinolin-3-yl)octahydro-2H-pyrazino[1,2-a]pyrazin O=C1N(CCN2[C@@H]1CNCC2)C=2C=NC1=CC=CC=C1C2